NC1=C(C(=O)NC2=CC=C(C=C2)Br)C=CC=C1 amino-N-(4-bromophenyl)benzamide